C(C)OC(C1=CC(=CC=C1)NC(=O)NC1=C(C=CC(=C1)OC1=CC2=C(N=C(S2)NC(=O)C2CC2)C=C1)F)=O 3-(3-(5-((2-(cyclopropanecarboxamido)benzo[d]thiazol-6-yl)oxy)-2-fluorophenyl)ureido)benzoic acid ethyl ester